(S)-quinuclidin-3-yl((R)-5-(4-chloro-3-isopropoxyphenyl)-2,2-dimethyl-2,3-dihydro-1H-inden-1-yl)carbamate N12C[C@H](C(CC1)CC2)OC(N[C@@H]2C(CC1=CC(=CC=C21)C2=CC(=C(C=C2)Cl)OC(C)C)(C)C)=O